2-phenoxypyridine O(C1=CC=CC=C1)C1=NC=CC=C1